[Br-].CC=1N=C(SC1C)[N+]=1N(N=NC1C1=CC=CC=C1)C1=CC=CC=C1 [4,5-dimethylthiazole-2-yl]-2,5-diphenyltetrazolium bromide